4-[6-(2,2-difluoroethoxy)-3-(3,4-dimethoxybenzyl)-2,4-dioxo-3,4-dihydroquinazolin-1(2H)-yl]piperidine-1-carbaldehyde FC(COC=1C=C2C(N(C(N(C2=CC1)C1CCN(CC1)C=O)=O)CC1=CC(=C(C=C1)OC)OC)=O)F